C1(CCC1)C#CC1=CC2=C(C=3N(C(N=CC3)=O)CC2)S1 2-(cyclobutylethynyl)-4,5-dihydro-7H-thieno[2',3':3,4]pyrido[1,2-c]pyrimidin-7-one